5-bromo-3-chloro-2-hydroxybenzaldehyde BrC=1C=C(C(=C(C=O)C1)O)Cl